C(C1=C(C=CC=C1)N(C([O-])=S)C1=C(C=CC=C1)C)C1=C(C=CC=C1)N(C([O-])=S)C1=C(C=CC=C1)C methylenediphenylene-bis(methylphenylthiocarbamate)